FC1(CN(CC1)C1C(C(C1(C)C)NC(=O)[C@H]1CCN(C2(CC2)C1)C(=O)C1=NNC(=C1)C1=CC(=NC=C1F)OC)(C)C)F (S)-N-((1s,3R)-3-(3,3-difluoropyrrolidin-1-yl)-2,2,4,4-tetramethylcyclobutyl)-4-(5-(5-fluoro-2-methoxypyridin-4-yl)-1H-pyrazole-3-carbonyl)-4-azaspiro[2.5]octane-7-carboxamide